COC(=O)C=1SC=C(C1NC(=O)C1CCN(CC1)C)C 4-methyl-3-(1-methylpiperidine-4-carboxamido)thiophene-2-carboxylic acid methyl ester